2-(12-bromo-1,2,3,5,6,7-hexahydrobenzo[6,7]chromeno[2,3-f]pyrido[3,2,1-ij]quinolin-4-ium-9-yl)-5-sulfobenzenesulfonate BrC=1C=CC2=C(C=C3C(=C4C(=C5CCC[N+]6=C5C(=C4)CCC6)OC3=C2)C2=C(C=C(C=C2)S(=O)(=O)O)S(=O)(=O)[O-])C1